(2S,6R)-2-(hydroxymethyl)-6-difluoromethoxy-1,4-oxaazepane-4-carboxylic acid tert-butyl ester C(C)(C)(C)OC(=O)N1C[C@H](OC[C@@H](C1)OC(F)F)CO